BrC1=CC=C(C(=O)NC2CN(CCC2)C=2N=NC(=CC2)C2=C(C=CC=C2)NC)C=C1 4-bromo-N-(1-(6-(2-(methylamino)phenyl)pyridazin-3-yl)piperidin-3-yl)benzamide